5-cyclopropyl-3,8-dihydroxyphenanthridin-6(5H)-one C1(CC1)N1C=2C=C(C=CC2C2=CC=C(C=C2C1=O)O)O